C(C)C=C(C(=O)O)CCCCCC.C(C=C)(=O)O acrylate (ethylhexyl acrylate)